COC(=O)C=1N2C3=C(C=C(C=C3C(C1)=C=O)F)\C(\CC2)=N/OCC2=CC=C(C=C2)OC (Z)-9-fluoro-7-(((4-methoxybenzyl)oxy)imino)-1-carbonyl-6,7-dihydro-1H,5H-pyrido[3,2,1-ij]quinoline-3-carboxylic acid methyl ester